NC1=NC=CC=C1C1=NC=2C(=NC=C(C2)C(=O)N)N1C1=CC=C(C=C1)CO 2-(2-aminopyridin-3-yl)-3-(4-(hydroxymethyl)phenyl)-3H-imidazo[4,5-b]pyridine-6-carboxamide